ClC=1C=2C(N=C(N1)SC)=NN(C2)C2=C(C=CC=C2F)O 2-(4-Chloro-6-(methylthio)-2H-pyrazolo[3,4-d]pyrimidin-2-yl)-3-fluorophenol